ClC=1C=2N(C=C(C1)S(=O)(=O)NC1(COC1)C)C(=NC2)C=2SC(=NN2)C(F)F 8-chloro-3-(5-(difluoromethyl)-1,3,4-thiadiazol-2-yl)-N-(3-methyloxacyclobutan-3-yl)imidazo[1,5-a]pyridin-6-sulfonamide